5-(3H-[1,2,3]triazolo[4,5-b]pyridin-5-yl)-N-(4-((benzyloxy)methyl)phenyl)-2-methylbenzamide N1=NNC2=NC(=CC=C21)C=2C=CC(=C(C(=O)NC1=CC=C(C=C1)COCC1=CC=CC=C1)C2)C